CN1CC(C1)(C)C(O)(C1=CC=C(C=C1)OC(F)(F)F)C=1C=NC(=CC1)OC (1,3-dimethyl-azetidin-3-yl)-(6-methoxy-pyridin-3-yl)-(4-trifluoromethoxy-phenyl)-methanol